NC1=NC=CC2=CC=C(C=C12)C=1C=C2CCC3(CCN(CC3)C(=O)OC)C2=CC1 5-(1-aminoisoquinolin-7-yl)-1'-(methoxycarbonyl)-2,3-dihydrospiro[indene-1,4'-piperidine]